4-(3-((piperidin-3-ylamino)methyl)-6-(p-tolyl)benzofuran-5-yl)benzonitrile N1CC(CCC1)NCC1=COC2=C1C=C(C(=C2)C2=CC=C(C=C2)C)C2=CC=C(C#N)C=C2